C(C)(CC)NC(NC(C)CC)[SiH3] bis(sec-butylamino)methylsilane